5-(2,3-dimethylbenzoyl)hexahydropyrrolo[3,4-c]Pyrrole-2(1H)-carboxylic acid tert-butyl ester C(C)(C)(C)OC(=O)N1CC2CN(CC2C1)C(C1=C(C(=CC=C1)C)C)=O